C(C)(C)(C)OC(N[C@@H](CC(C)(C)C)C=O)=O.IC(=N)N iodomethaneamidine tert-butyl-N-[(1S)-1-formyl-3,3-dimethyl-butyl]carbamate